trans-N-(4-((5-fluoro-4-morpholinopyrimidin-2-yl)amino)cyclohexyl)acetamide FC=1C(=NC(=NC1)N[C@@H]1CC[C@H](CC1)NC(C)=O)N1CCOCC1